[4,4-bipyridine]-3,3'-dinitrile N1=CC(=C(C=C1)C1=C(C=NC=C1)C#N)C#N